9-(2-(trifluoromethyl)benzyl)-2,3,4,9-tetrahydro-1H-carbazol-8-carboxylic acid FC(C1=C(CN2C3=C(C=CC=C3C=3CCCCC23)C(=O)O)C=CC=C1)(F)F